NC1=C2C(=C3C(=N1)C=C(N3)C(=O)N(C)[C@@H](C)C3=C(C=C(C=C3)Br)F)COC2 (S)-5-amino-N-(1-(4-bromo-2-fluorophenyl)ethyl)-N-methyl-6,8-dihydro-1H-furo[3,4-d]pyrrolo[3,2-b]pyridine-2-carboxamide